O1CC[C@@H](C2=CC=CC=C12)NC(=O)C1=C(C2=C(N=C(S2)N2CCN(CC2)CC)C=C1)C (S)-N-(chroman-4-yl)-2-(4-ethylpiperazin-1-yl)-7-methylbenzo[d]thiazole-6-carboxamide